Tricyclodecenal propionate C(CC)(=O)O.C1(=CCCCCCCCC1)C=O.C1(=CCCCCCCCC1)C=O.C1(=CCCCCCCCC1)C=O